(+)-1-methyl-2-(phenylselanyl)-4-(prop-1-en-2-yl)cyclohexan-1-ol CC1(C(CC(CC1)C(=C)C)[Se]C1=CC=CC=C1)O